N-(6-bromo-3-(2-chloro-5-fluorophenyl)-2-(4-methoxybenzyl)-1-oxoisoindolin-4-yl)indole-1-carboxamide BrC1=CC(=C2C(N(C(C2=C1)=O)CC1=CC=C(C=C1)OC)C1=C(C=CC(=C1)F)Cl)NC(=O)N1C=CC2=CC=CC=C12